C(C(=C)C)(=O)O.N[C@@H](CCCN)C(=O)O ornithine methacrylate